(pyridin-2-ylamino)thiazol N1=C(C=CC=C1)NC=1SC=CN1